2-PHENYL-2-AMINOCYCLOHEXAN-1-ONE C1(=CC=CC=C1)C1(C(CCCC1)=O)N